FC(C(=O)O)(F)F.O1C=C(C=C1)NC(=O)C1=CC=2NC3=C(C=CC=C3C2CC=C1)N(CC)CC N-(fur-3-yl)-4-(diethyl)amino-10H-cyclohepta[7,6-b]-indole-7-carboxamide trifluoroacetate